ClC1=C(NC2=CC(=CC=C12)C=1C(=NC=NC1C)C)C(=O)N1C[C@H](CC1)C(=O)NC1=CC(=C(C(=C1)F)F)F (S)-1-(3-chloro-6-(4,6-dimethylpyrimidin-5-yl)-1H-indole-2-carbonyl)-N-(3,4,5-trifluorophenyl)pyrrolidine-3-carboxamide